Cl.COC(C[C@@H](C)N)=O.ClC1=CC(=C2C=NNC2=C1)C1(C[C@H]2CCC[C@H]2C1)O (2r,3ar,5r,6as)-5-(6-chloro-1H-indazol-4-yl)-5-hydroxyoctahydropentalene (R)-methyl-3-aminobutyrate hydrochloride